4-(2-phenylethyl)phenylalanine C1(=CC=CC=C1)CCC1=CC=C(C[C@H](N)C(=O)O)C=C1